FC(C(C(C(F)(F)F)(F)F)(F)F)(S(=O)(=O)OC=1CCCN(CC1)C(=O)OCC1=CC=CC=C1)F benzyl 5-(((perfluorobutyl) sulfonyl) oxy)-2,3,4,7-tetrahydro-1H-azepine-1-carboxylate